C(#N)N1C[C@H](CC1)C(=O)NC1=NC=CC(=C1)C1=CC=CC=C1 (S)-1-cyano-N-(4-phenylpyridin-2-yl)pyrrolidine-3-carboxamide